C(C)(=O)[O-].C(C)(=O)[O-].C(C)(=O)[O-].[Fe+3] Iron (III) triacetate